FC1=C(C=CC(=C1)F)C=1C(=NC=2N(C1O)N=CC2C(=O)OCC)O ethyl 6-(2,4-difluorophenyl)-5,7-dihydroxypyrazolo[1,5-a]pyrimidine-3-carboxylate